ClC1=C(C=C(CN2CCC(CC2)N2C(C3=CC=CC=C3C2=O)C(=O)NC2CCCCC2)C=C1)C 2-(1-(4-chloro-3-methylbenzyl)piperidin-4-yl)-N-cyclohexyl-3-oxoisoindoline-1-carboxamide